IC=1C=NN2C1C=C(C=C2)N2CCOCC2 4-(3-iodopyrazolo[1,5-a]pyridin-5-yl)morpholine